(R)-2,3-diethyl-4-(2-fluorophenyl)-9H-indeno[2,1-b]pyridine C(C)C1=C(C(=C2C(=N1)CC=1C=CC=CC12)C1=C(C=CC=C1)F)CC